3-(1-methyl-1H-pyrazolo[3,4-b]pyridin-4-yl)-N-(((S)-4-methylmorpholin-2-yl)methyl)-5-(trifluoromethyl)-3-azabicyclo[3.1.0]hexane-1-carboxamide CN1N=CC=2C1=NC=CC2N2CC1(CC1(C2)C(F)(F)F)C(=O)NC[C@H]2CN(CCO2)C